CC(CC1CCC(CC1)S(NC)(=O)=O)(C)NC(OC(C)(C)C)=O tert-butyl (2-methyl-1-((1s,4s)-4-(N-methylsulfamoyl)cyclohexyl)propan-2-yl)carbamate